C1(CC1)C1=CC=C(C=C1)[C@H](C)NC(=O)C1=CC=C2C(=C(N(C2=C1)C)C)CC1=CC=C(OC(C(=O)O)(C)C)C=C1 (S)-2-(4-((6-((1-(4-cyclopropylphenyl)ethyl)carbamoyl)-1,2-dimethyl-1H-indol-3-yl)methyl)phenoxy)-2-methylpropanoic acid